ICCCCCCCCCCCCCCCCCCC1=C(C=CC=C1)P(C1=CC=CC=C1)C1=CC=CC=C1 iodooctadecyltriphenylphosphine